3,22-difluoro-14-methyl-10-[(S-methylsulfonimidoyl)methyl]-13,20-dioxa-5,7,26-triazatetracyclo[19.3.1.12,6.18,12]heptacosa-1(25),2(27),3,5,8(26),9,11,21,23-nonaene FC=1C=2C=3C=CC(=C(OCCCCCC(OC4=CC(=CC(NC(=NC1)C2)=N4)CS(=O)(=N)C)C)C3)F